2,2',4,6'-tetramethoxystilbene COC1=C(C=CC(=C1)OC)C=CC1=C(C=CC=C1OC)OC